COC=1C=C(C=CC1N1CCC(CC1)N1CCOCC1)NC1=NC=CC(=N1)NC=1C=NC2=CC=CC=C2C1 2-[3-methoxy-4-(4-morpholino-1-piperidyl)phenylamino]-4-(3-quinolylamino)pyrimidine